Copper (II) bromide tert-butyl-(1S,2S)-2-((2-methyl-6-(3-methyl-4-((6-(pyridin-2-yl)pyrazin-2-yl)amino)isoxazol-5-yl)pyridin-3-yl)carbamoyl)cyclohexane-1-carboxylate C(C)(C)(C)OC(=O)[C@@H]1[C@H](CCCC1)C(NC=1C(=NC(=CC1)C1=C(C(=NO1)C)NC1=NC(=CN=C1)C1=NC=CC=C1)C)=O.[Cu](Br)Br